2-hydroxyisoindoline ON1CC2=CC=CC=C2C1